(S)-4-morpholino-4-oxo-N-((R)-4-phenyl-1-(4,4,5,5-tetramethyl-1,3,2-dioxaborolan-2-yl)butyl)-2-(phenylsulfonamido)butanamide O1CCN(CC1)C(C[C@@H](C(=O)N[C@@H](CCCC1=CC=CC=C1)B1OC(C(O1)(C)C)(C)C)NS(=O)(=O)C1=CC=CC=C1)=O